ClC1=CC(=C2C(=N1)N(C=N2)[C@H]2[C@@H]([C@@H]([C@@]1(C[C@H]21)C(=O)NC)O)O)NCC2CCC2 (1s,2r,3s,4r,5s)-4-(5-chloro-7-((cyclobutylmethyl)amino)-3H-imidazo[4,5-b]Pyridin-3-yl)-2,3-dihydroxy-N-methyl-bicyclo[3.1.0]Hexane-1-carboxamide